p-Chloroamphetamine CC(N)CC1C=CC(Cl)=CC=1